ClC1=C2C(=NS1)C(=C(C(=C2)Cl)C2=CC(=CC1=CC=CC=C21)OC)F 3,5-Dichloro-7-fluoro-6-(3-methoxynaphthalen-1-yl)benzo[c]isothiazole